3-(4-chloro-3-methoxyphenyl)-1-methyl-1H-pyrazol ClC1=C(C=C(C=C1)C1=NN(C=C1)C)OC